CC(C)(C)[O-].CC(C)(C)[O-].CC(C)(C)[O-].CC(C)(C)[O-].[Ti+4] titanium tetratert-butoxide